Di-glutaminyl-L-lysine N[C@@H](CCC(N)=O)C(=O)N([C@@H](CCCCN)C(=O)O)C([C@@H](N)CCC(N)=O)=O